1,2,3,4,5,6-hexahydroxyhexane OCC(C(C(C(CO)O)O)O)O